O[C@H]1[C@H](O[C@@]2([C@@H](CCO2)NC(=O)C=2C3=C(SC2C)C=CC=C3)[C@@H]([C@H]1N1N=NC(=C1)C1=CC(=C(C(=C1)F)F)F)O)CO N-((4R,5S,7R,8R,9S,10R)-8,10-dihydroxy-7-(hydroxymethyl)-9-(4-(3,4,5-trifluorophenyl)-1H-1,2,3-triazol-1-yl)-1,6-dioxaspiro[4.5]decan-4-yl)-2-methylbenzo[b]thiophene-3-carboxamide